C(C1=CC=CC=C1)OC(=O)C1[N@@](C1)CCCOC (R)-1-(3-methoxypropyl)aziridine-2-carboxylic acid benzyl ester